C(CCCC)OC([C@@H](NP1(OC[C@@H](OC1)CN1C2=NC=NC(=C2N=C1)N)=O)CC(C)C)=O ((5S)-5-((6-amino-9H-purin-9-yl)methyl)-2-oxo-1,4,2-dioxaphosphorinan-2-yl)-L-leucine pentyl ester